FC=1C(=CC2=CN(N=C2C1)C1CC(C1)CO)NC(=O)C1=NC(=CC=C1)C(F)(F)F N-[6-fluoro-2-[3-(hydroxymethyl)cyclobutyl]indazol-5-yl]-6-(trifluoromethyl)pyridine-2-carboxamide